1-(4-(3,4-dichlorophenyl)-5-(isopropylsulfanyl)thiazol-2-yl)-3-methyl-4-(4-(trifluoromethyl)phenyl)-1H-pyrazole-5-carboxylic acid ClC=1C=C(C=CC1Cl)C=1N=C(SC1SC(C)C)N1N=C(C(=C1C(=O)O)C1=CC=C(C=C1)C(F)(F)F)C